chloroindenocarbazole-d12 ClC1=C2C=3C=CC=CC3NC2=C2C(C1([2H])[2H])(C1(C(C(C(C(C1=C2)([2H])[2H])([2H])[2H])([2H])[2H])([2H])[2H])[2H])[2H]